(R)-2-amino-3-((2-(((benzyloxy)carbonyl)amino)ethyl)selanyl)-2-methylpropanoic acid N[C@](C(=O)O)(C[Se]CCNC(=O)OCC1=CC=CC=C1)C